5-(4-amino-5-(trifluoromethyl)pyrrolo[2,1-f][1,2,4]triazin-7-yl)-2-(trifluoromethyl)nicotinic acid, lithium salt [Li+].NC1=NC=NN2C1=C(C=C2C=2C=NC(=C(C(=O)[O-])C2)C(F)(F)F)C(F)(F)F